NC=1C=CC(=NC1)N1N=C(C(=C1)C1=CN=C(N1C)C(=O)NC1=CC(=C(C=C1)C(=O)N1CCN(CC1)C(=O)C1CC[N+](CC1)(C)C)Cl)CC 5-[1-(5-amino-2-pyridyl)-3-ethyl-pyrazol-4-yl]-N-[3-chloro-4-[4-(1,1-dimethylpiperidin-1-ium-4-carbonyl)piperazine-1-carbonyl]phenyl]-1-methyl-imidazole-2-carboxamide